C(#C)C1=C(C=NC=C1)C=O 4-ETHYNYL-PYRIDINE-3-CARBALDEHYDE